C(C)C(C(=O)OCC)OC(C)=O ethyl (ethyl monoacetoxyacetate)